NC(C(CO[Si](C)(C)C(C)(C)C)(C)NC(=O)C=1C(=NN2C1C=C(C=C2)OCC2=NC=CC=C2)C)=O N-(1-amino-3-((tert-butyldimethylsilyl)oxy)-2-methyl-1-oxopropan-2-yl)-2-methyl-5-(pyridin-2-ylmethoxy)pyrazolo[1,5-a]pyridine-3-carboxamide